3,4,5-trimethoxyphenyl-acryloyl chloride COC=1C=C(C=C(C1OC)OC)C=CC(=O)Cl